tert-butyl (5-(2-amino-7-(3-cyclopropyl-2-oxoimidazolidin-1-yl)-1H-benzo[d]imidazol-1-yl)hexyl)carbamate NC1=NC2=C(N1C(CCCCNC(OC(C)(C)C)=O)C)C(=CC=C2)N2C(N(CC2)C2CC2)=O